copper-strontium [Sr].[Cu]